2'-(2,6-difluoro-3,5-dimethoxyphenyl)-6'-(1-(2-morpholinoethyl)-1H-pyrazol-4-yl)-1'H-spiro[cyclopropane-1,4'-[2,7]naphthyridin]-3'(2'H)-one FC1=C(C(=C(C=C1OC)OC)F)N1CC2=CN=C(C=C2C2(C1=O)CC2)C=2C=NN(C2)CCN2CCOCC2